(3s,5r)-4,4-difluoro-3,5-dimethylpiperidine FC1([C@H](CNC[C@H]1C)C)F